BrC1=CC=2C3=C(NC2C=C1)C(=NC(=N3)Cl)N3CCCCC3 1-(8-bromo-2-chloro-5H-pyrimido[5,4-b]indol-4-yl)piperidin